17-(Cyclopropylmethyl)-4,5a-epoxy-6-methylenemorphinan-3,14-diol, hydrochloride salt Cl.C1(CC1)CN1[C@H]2[C@@]3(CCC([C@H]4[C@@]3(C=3C(=C(C=CC3C2)O)O4)CC1)=C)O